dimethyl 2,3-diisobutylsuccinate C(C(C)C)C(C(=O)OC)C(C(=O)OC)CC(C)C